[6-[4-[(4-Ethylpiperazin-1-yl)methyl]phenyl]-7H-pyrrolo[2,3-d]pyrimidin-4-yl]-((R)-1-phenylethyl)amine C(C)N1CCN(CC1)CC1=CC=C(C=C1)C1=CC2=C(N=CN=C2N[C@H](C)C2=CC=CC=C2)N1